3-amino-N-(2-{4-amino-6-oxa-2-azaspiro[4.5]decan-2-yl}-3-fluoro-5,6,7,8-tetrahydroquinolin-6-yl)-5-fluoro-6-methylthieno[2,3-b]pyridine-2-carboxamide NC1=C(SC2=NC(=C(C=C21)F)C)C(=O)NC2CC=1C=C(C(=NC1CC2)N2CC1(C(C2)N)OCCCC1)F